ClC1=NC=CC(=N1)C=1C=CC2=C(C=NOB2O)C1C 2-chloro-4-(1-hydroxy-5-methyl-1H-benzo[d][1,2,6]oxazaborinin-6-yl)pyrimidin